4-(5-(2-((methylsulfonyl)oxy)ethyl)pyridin-2-yl)piperazine-1-carboxylate CS(=O)(=O)OCCC=1C=CC(=NC1)N1CCN(CC1)C(=O)[O-]